2-(aminomethyl)-N-(1-(1,2-dihydroacenaphthylen-5-yl)cyclopropyl)benzamide TFA salt OC(=O)C(F)(F)F.NCC1=C(C(=O)NC2(CC2)C2=CC=C3CCC=4C=CC=C2C43)C=CC=C1